FC=1C=C(C(=C(C1)OC)I)C 5-fluoro-2-iodo-1-methoxy-3-methylbenzene